(R)-1-((8-((2,2'-dichloro-3'-((3-(((R)-3-hydroxypyrrolidin-1-yl)methyl)-1,7-naphthyridin-8-yl)amino)-[1,1'-biphenyl]-3-yl)amino)-1,7-naphthyridin-3-yl)methyl)-3-methylpyrrolidin-3-ol ClC1=C(C=CC=C1NC=1N=CC=C2C=C(C=NC12)CN1C[C@@](CC1)(O)C)C1=C(C(=CC=C1)NC=1N=CC=C2C=C(C=NC12)CN1C[C@@H](CC1)O)Cl